CS(=O)(=O)OCC1=CC2=NC=CC(=C2S1)C1=CC(=CC=2OCCN(C21)[C@H]2CN(C1(CCC1)C2)S(=O)(=O)C(C)(C)C)C(F)(F)F (R)-(7-(4-(5-(tert-butylsulfonyl)-5-azaspiro[3.4]octan-7-yl)-7-(trifluoromethyl)-3,4-dihydro-2H-benzo[b][1,4]oxazin-5-yl)thieno[3,2-b]pyridin-2-yl)methyl methanesulfonate